(R)-3-(4-fluorophenylmethyl)-5,6-dimethyl-N-(1-methylpyrrolidin-3-yl)pyrazin-2-amine FC1=CC=C(C=C1)CC=1C(=NC(=C(N1)C)C)N[C@H]1CN(CC1)C